3-cyanoethoxymethyl-3-methyl-oxetane C(#N)CCOCC1(COC1)C